(4-(4-methylpiperazin-1-yl)piperidin-1-yl)quinoxalin-6-amine CN1CCN(CC1)C1CCN(CC1)C1=NC2=CC=C(C=C2N=C1)N